3-benzoyl-5,7-di(propoxy)coumarin C(C1=CC=CC=C1)(=O)C=1C(OC2=CC(=CC(=C2C1)OCCC)OCCC)=O